[N+](=O)([O-])C1=CC=C(C=C1)C(/C=C/C1(CC1)N1C(C2=CC=CC=C2C1=O)=O)=O (E)-2-(1-(3-(4-nitrophenyl)-3-oxoprop-1-en-1-yl)cyclopropyl)isoindoline-1,3-dione